Butane-1-sulfonic acid [1-(5-chlorothiophen-2-ylmethyl)-2,3-dihydro-1H-indol-5-yl]-amide ClC1=CC=C(S1)CN1CCC2=CC(=CC=C12)NS(=O)(=O)CCCC